FC(OC=1C=C(C=C(C1C(=O)N1CC2(C1)CN(C2)C)OC)C2=CN=C1N2C=CC(=C1)C(C#N)(C)C)F 2-[3-[3-(Difluoromethoxy)-5-methoxy-4-(6-methyl-2,6-diazaspiro[3.3]heptane-2-carbonyl)phenyl]imidazo[1,2-a]pyridin-7-yl]-2-methyl-propionitrile